FC1=C(C=C(C=C1)OC=1C(=C2C=CNC2=CC1F)C)C=1NC(=CN1)[C@]1(OC[C@H](C1)O)C=1C=C(C=CC1)CCC(=O)OCC |r| rac-ethyl 3-(3-((2r,4s)-2-(2-(2-fluoro-5-((6-fluoro-4-methyl-1H-indol-5-yl)oxy)phenyl)-1H-imidazol-5-yl)-4-hydroxytetrahydrofuran-2-yl)phenyl)propanoate